NC=1C2=C(N=CN1)N(C=C2)[C@H]2[C@@H]([C@@H]([C@H](C2)C2=CC(=CC=C2)C=2C=NC=CC2)O)O (1R,2S,3R,5R)-3-(4-amino-7H-pyrrolo[2,3-d]pyrimidin-7-yl)-5-(3-(pyridin-3-yl)phenyl)cyclopentane-1,2-diol